4,4,5,5-tetramethyl-2-(4-(oxetan-3-yloxy)phenyl)-1,3,2-dioxaborolane CC1(OB(OC1(C)C)C1=CC=C(C=C1)OC1COC1)C